1-(2-fluorophenyl)-2-propen-1-one FC1=C(C=CC=C1)C(C=C)=O